Cl.S1C=NC=C1C(=O)N thiazole-5-carboxamide hydrogen chloride